ClC=1C=CC2=C(N=C(O2)C23CCC(CC2)(CC3)NC(CC3CS(CCC3)(=O)=O)=O)C1 N-[4-(5-chloro-1,3-benzoxazol-2-yl)-1-bicyclo[2.2.2]octanyl]-2-(1,1-dioxothian-3-yl)acetamide